ClC=1C(=C(C=C(C1)F)[C@H](C)N1C(C2=CC=CC=C2C1=O)=O)CO (S)-2-(1-(3-chloro-5-fluoro-2-(hydroxymethyl)phenyl)ethyl)isoindoline-1,3-dione